OC1=C(C(=C(C(=C1)O)C(=O)N1CC2=CC(=CC=C2CC1)NC)C)C (4,6-dihydroxy-2,3-dimethylphenyl)(7-(methylamino)-3,4-dihydroisoquinolin-2(1H)-yl)methanone